C(C)(C)(C)OC(=O)N1CCC(CC1)S(=O)(=O)C1=C(C=C(C=C1)S(N)(=O)=O)F 4-(2-fluoro-4-sulfamoylphenyl)sulfonylpiperidine-1-carboxylic acid tert-butyl ester